(1R,3S,5R)-2-(2-(3-acetyl-7-(1-fluoroethyl)-5-(2-methylpyrimidin-5-yl)-1H-indazol-1-yl)acetyl)-N-(6-bromo-3-methylpyridin-2-yl)-5-methyl-2-azabicyclo[3.1.0]hexane-3-carboxamide C(C)(=O)C1=NN(C2=C(C=C(C=C12)C=1C=NC(=NC1)C)C(C)F)CC(=O)N1[C@@H]2C[C@@]2(C[C@H]1C(=O)NC1=NC(=CC=C1C)Br)C